(E)-2-(3-cyclopentylprop-1-en-1-yl)-4,4,5,5-tetramethyl-1,3,2-dioxaborolane C1(CCCC1)C/C=C/B1OC(C(O1)(C)C)(C)C